(3-(hydroxymethyl)pyridin-2-yl)ethan-1-ol OCC=1C(=NC=CC1)C(C)O